C1(=CC=CC=C1)C(C(=O)N1CC2(CCC1)OCC(NCC2)=O)C 2-(2-phenylpropanoyl)-7-oxa-2,10-diazaspiro[5.6]dodecan-9-one